(S)-5-bromo-N-(1-cyclopropylethyl)-4-(trifluoromethyl)pyridin-2-amine BrC=1C(=CC(=NC1)N[C@@H](C)C1CC1)C(F)(F)F